C(C)(C)(C)OC(=O)N(C1=CC(=NC=2N1N=CC2C2CC2)NC[C@@H]2[C@H](CN(CC2)C(=O)OC(C)(C)C)O)CC=2C=NC(=CC2)C2=CC=CC=C2 tert-butyl (3r,4r)-4-(((7-((tert-butoxycarbonyl) ((6-phenylpyridin-3-yl) methyl) amino)-3-cyclopropylpyrazolo[1,5-a]pyrimidin-5-yl) amino) methyl)-3-hydroxypiperidine-1-carboxylate